3-((6-bromopyridazin-3-yl)methyl)piperidine-1-carboxylic acid tert-butyl ester C(C)(C)(C)OC(=O)N1CC(CCC1)CC=1N=NC(=CC1)Br